6-nitroquinoxalin-2-ol [N+](=O)([O-])C=1C=C2N=CC(=NC2=CC1)O